FC1(CN(CC[C@H]1N1CCN(CC1)C1=CC=CC=2N(C(N(C21)C)=O)C2C(N(C(CC2)=O)CC2=CC=C(C=C2)OC)=O)C(=O)OC(C)(C)C)F Tert-butyl (4R)-3,3-difluoro-4-[4-[1-[1-[(4-methoxyphenyl)methyl]-2,6-dioxo-3-piperidyl]-3-methyl-2-oxo-benzimidazol-4-yl]piperazin-1-yl]piperidine-1-carboxylate